ClC1=C(C2=C(C3=C(N=C(N(C3=O)CC3=CN=CO3)C3=C(C=C(C(=C3)C3CCCC3)OC)C3CC3)S2)C=C1)O 7-chloro-2-(5-cyclopentyl-2-cyclopropyl-4-methoxyphenyl)-8-hydroxy-3-(oxazol-5-ylmethyl)benzo[4,5]thieno[2,3-d]pyrimidin-4(3H)-one